CC1(COC1)C(C#N)C (3-methyl-oxetan-3-yl)-propionitrile